[Cl-].[Cl-].FC(C1=CC=C(C=C1)C(=[Zr+2](C1(C(C(C(C2(C3C(=C4C=5C=CC=CC5CC4=C21)C=CCC3)C)(C)C)(C)C)(C)C)C)C3C=CC=C3)C3=CC=C(C=C3)C(F)(F)F)(F)F di-(p-trifluoromethyl-phenyl)methylene(cyclopentadienyl)(octamethyloctahydrodibenzofluorenyl)zirconium dichloride